3,6-dibromopyrazine-2-carboxylic acid methyl ester COC(=O)C1=NC(=CN=C1Br)Br